(S)-(3-(3-(7-((1-(Ethylsulfonyl)pyrrolidin-3-yl)amino)-3H-imidazo[4,5-b]pyridin-2-yl)-2,5-dimethyl-1H-pyrrol-1-yl)phenyl)(morpholino)methanon C(C)S(=O)(=O)N1C[C@H](CC1)NC1=C2C(=NC=C1)NC(=N2)C2=C(N(C(=C2)C)C=2C=C(C=CC2)C(=O)N2CCOCC2)C